4-(bromomethyl)-1-methylpiperidine BrCC1CCN(CC1)C